3-nitro-2-(3-((1s,4S)-4-Hydroxycyclohexyl)ureido)pyridine [N+](=O)([O-])C=1C(=NC=CC1)NC(=O)NC1CCC(CC1)O